C1(=CC=CC=C1)C=1N=NN(C1)[C@H]1CCC2=CC(=CC=C12)N1C(=NC=2C1=NC(=CC2)N2N=CC=C2)C=2C(=NC=CC2)N (S)-3-(3-(1-(4-phenyl-1H-1,2,3-triazol-1-yl)-2,3-dihydro-1H-inden-5-yl)-5-(1H-pyrazol-1-yl)-3H-imidazo[4,5-b]pyridin-2-yl)pyridin-2-amine